4-(2-Amino-2-methylpropanoyl)-N-(1-(4-(2-(4-aminopiperidin-1-yl)propyl)phenyl)-2-oxo-1,2-dihydropyrimidin-4-yl)piperazine-1-carboxamide hydrochloride salt Cl.NC(C(=O)N1CCN(CC1)C(=O)NC1=NC(N(C=C1)C1=CC=C(C=C1)CC(C)N1CCC(CC1)N)=O)(C)C